The molecule is an N-acyl-gamma-aminobutyric acid resulting from the formal condensation of the amino group of 4-aminobutanoic acid with the gamma-carbxy group of L-glutamic acid. It has a role as an Escherichia coli metabolite. It is an amino dicarboxylic acid and a N-acyl-gamma-aminobutyric acid. It contains a L-gamma-glutamyl group. It is a conjugate acid of a 4-(L-gamma-glutamylamino)butanoate. C(CC(=O)O)CNC(=O)CC[C@@H](C(=O)O)N